BrC=1C(=C(C=C(C1O)Br)C1(OS(C2=C1C=CC=C2)(=O)=O)C2=C(C(=C(C(=C2)Br)O)Br)C)C 3,3-bis(3,5-dibromo-4-hydroxy-2-methylphenyl)-2,1λ6-benzoxathiole-1,1(3H)-dione